C1(=CC=CC=C1)[C@H](CC=O)C (S)-3-phenylbutanal